1-(1-(4-bromophenyl)ethyl)-2-chloro-1H-imidazole BrC1=CC=C(C=C1)C(C)N1C(=NC=C1)Cl